BrC1=CC(=C(C(=C1)[N+](=O)[O-])N[C@H]1[C@H](CCCC1)NC(=O)C1=CN=CC2=CC=CC(=C12)O)C(NC)=O N-((1S,2R)-2-((4-bromo-2-(methylcarbamoyl)-6-nitrophenyl)amino)cyclohexyl)-5-hydroxyisoquinoline-4-carboxamide